C(C1=CC=CC=C1)NC=1CC=2C(=NC1)N=CN2 N-benzylimidazo[4,5-b]pyridin-6-amine